methyl 3-((5-(furan-3-yl)pyrimidin-2-yl)amino)benzoate O1C=C(C=C1)C=1C=NC(=NC1)NC=1C=C(C(=O)OC)C=CC1